tert-butyl (2-(methoxy(methyl)amino)-2-oxoethyl)carbamate CON(C(CNC(OC(C)(C)C)=O)=O)C